C(C)C(C(=O)O)C1CN(C1)C1=NC=NC=C1.ClC1=C(SC(=C1Cl)Cl)C(=O)NCC(=O)O N-[(3,4,5-trichloro-2-thienyl)carbonyl]glycine ethyl-[1-(pyrimidin-4-yl)azetidin-3-yl]acetate